1-(2,2-difluorocyclopropyl)-1H-pyrrole-3-carboxylic acid FC1(C(C1)N1C=C(C=C1)C(=O)O)F